ClC=1C=C(C=C(C1)Cl)C=1C=CC=C2C(=C(C=NC12)NC(=O)[C@@H]1CCCC2=CC=CC=C12)N(C)C (1R)-N-[8-(3,5-dichlorophenyl)-4-(dimethylamino)-3-quinolyl]tetralin-1-carboxamide